C=C1C2C=CC(C1)C2 5-methylidene-bicyclo[2.2.1]hepta-2-ene